Cl.NCCC1=CC=C(C=C1)C=1N=C(N2C1SC=C2)C2=CC=C(C(=O)O)C=C2 4-(7-(4-(2-aminoethyl)phenyl)imidazo[5,1-b]thiazol-5-yl)benzoic acid hydrochloride